FC=1C(=C(N)C=CC1)[N+](=O)[O-] 3-fluoro-2-nitro-aniline